rac-(3S)-N,N-dimethyl-1-[6-[3-methyl-5-(6-methyl-2-pyridyl)triazol-4-yl]-3-quinolyl]pyrrolidin-3-amine CN([C@@H]1CN(CC1)C=1C=NC2=CC=C(C=C2C1)C=1N(N=NC1C1=NC(=CC=C1)C)C)C |r|